ClC=1C(=CC(=C(C=O)C1)O)OCOCCOC 5-Chloro-2-hydroxy-4-((2-methoxyethoxy)methoxy)benzaldehyde